ClC=1C=C2C(=NC=NC2=C(C1C1=C(C=CC=C1O)F)F)N1CC(N(CC1)C(C=C)=O)C(F)F 1-(4-(6-chloro-8-fluoro-7-(2-fluoro-6-hydroxy-phenyl)quinazolin-4-yl)-2-(difluoro-methyl)piperazin-1-yl)prop-2-en-1-one